trans-1-(4-aminocyclohexyl)-1H-benzo[d]imidazol-2(3H)-one N[C@@H]1CC[C@H](CC1)N1C(NC2=C1C=CC=C2)=O